C1(=CC=CC=C1)S(=O)[O-] benzenesulfinic acid anion